FC=1C=C(C=CC1N1CCOCC1)N1C(O[C@H](C1)CNS(=O)(=O)C1=CC=C(C=C1)OC)=O (R)-N-((3-(3-fluoro-4-morpholinophenyl)-2-oxooxazolidin-5-yl)methyl)-4-methoxybenzenesulfonamide